ClC=1C=C2C(=NN1)NC[C@@]1(N2C[C@@H](C1)OC=1C=C2CCN(CC2=CC1)C(=O)OC(C)(C)C)C(F)F tert-butyl 6-(((6aR,8R)-2-chloro-6a-(difluoromethyl)-5,6,6a,7,8,9-hexahydro-pyrrolo[1',2':4,5]pyrazino[2,3-c]pyridazin-8-yl)oxy)-3,4-dihydroisoquinoline-2(1H)-carboxylate